CC=C(C(=O)OC1=C(C(=CC(=C1)C)C(C)(C)C)O)C1=CC=C(C=C1)C [3-(1,1-dimethylethyl)-2-hydroxy-5-methylphenyl] methyl-4-methylphenyl-acrylate